O=C1NC(CCC1C=1C=C(C=NC1)N1CCC(CC1)CN1CCC(CC1)C(=O)O)=O 1-((1-(5-(2,6-Dioxopiperidin-3-yl)pyridin-3-yl)piperidin-4-yl)methyl)piperidine-4-carboxylic acid